CC1=C(C(=O)NC(C#C)C2=CC=CC3=CC=CC=C23)C=C(C=C1)OCC1N(CC1)C 2-Methyl-5-[(1-methylazetidin-2-yl)methoxy]-N-[1-(1-naphthyl)prop-2-ynyl]benzamide